C1(CC1)C(C)N1N=CC(=C1)NC1=NC=C(C(=N1)NC1=C2CCNC(C2=CC=C1)=O)C(=O)N 2-{[1-(1-cyclopropylethyl)-1H-pyrazol-4-yl]amino}-4-[(1-oxo-1,2,3,4-tetrahydroisoquinolin-5-yl)amino]pyrimidine-5-carboxamide